(Z)-oct-2-en-1-yl 11-(2-hydroxyethyl)icosanoate OCCC(CCCCCCCCCC(=O)OC\C=C/CCCCC)CCCCCCCCC